2-(3-pyridinylmethylene)-1-benzothiophen-3(2H)-one N1=CC(=CC=C1)C=C1SC2=C(C1=O)C=CC=C2